BrC1=CC(=C(C=C1)N1CCOC2=C(C1=O)N=CN=C2)C 8-(4-bromo-2-methylphenyl)-7,8-dihydropyrimido[4,5-f][1,4]oxazepin-9(6H)-one